3,5-dibromo-fluorobenzene BrC=1C=C(C=C(C1)Br)F